1-(4-isopropyl-3,4-dihydroquinoxalin-1(2H)-yl)-2-(piperidin-1-yl)ethan-1-one C(C)(C)N1CCN(C2=CC=CC=C12)C(CN1CCCCC1)=O